N-(3-(3,5-dimethoxyphenyl)-7-(pentylamino)-1,8-naphthyridin-2-yl)-1-naphthamide COC=1C=C(C=C(C1)OC)C=1C(=NC2=NC(=CC=C2C1)NCCCCC)NC(=O)C1=CC=CC2=CC=CC=C12